C(N)(OC1=CC=C(C=C1)OC(N)=O)=O 1,4-phenylene biscarbamate